ClC1=CC=C(C(=N1)C(=O)O)N[C@H](C)C1=C2N=C(C(=NC2=CC(=C1)C)C#N)N1CC(CC1)C1=CC=CC=C1 6-chloro-3-(((1R)-1-(2-cyano-7-methyl-3-(3-phenylpyrrolidin-1-yl)quinoxalin-5-yl)ethyl)amino)picolinic acid